1-[3-cyclopropyl-5-(isobutylsulfamoyl)-8,9-dihydro-7H-cyclopenta[h]isoquinolin-9-yl]-3-(2-methylpyrazol-3-yl)thiourea C1(CC1)C=1N=CC2=C3C(=CC(=C2C1)S(NCC(C)C)(=O)=O)CCC3NC(=S)NC=3N(N=CC3)C